(S)-4-((3-chloro-2,4-difluorophenyl)(methyl)carbamoyl)-2-oxo-3-(4-(trifluoromethyl)-5,6,7,8-tetrahydroquinolin-2-yl)imidazolidine-1-carboxylate ClC=1C(=C(C=CC1F)N(C(=O)[C@H]1N(C(N(C1)C(=O)[O-])=O)C1=NC=2CCCCC2C(=C1)C(F)(F)F)C)F